2-((1H-pyrazol-3-yl)methyl)-6-(isothiazol-5-ylmethyl)-4-methyl-4H-thiazolo[5',4':4,5]pyrrolo[2,3-d]pyridazin-5(6H)-one N1N=C(C=C1)CC=1SC2=C(N(C=3C(N(N=CC32)CC3=CC=NS3)=O)C)N1